(+/-)-trans-3-((7-benzyl-2-(5-fluoro-1H-pyrrolo[2,3-b]pyridin-3-yl)-7H-pyrrolo[2,3-d]pyrimidin-4-yl)amino)bicyclo[2.2.2]octane-2-carboxylic acid C(C1=CC=CC=C1)N1C=CC2=C1N=C(N=C2NC2C(C1CCC2CC1)C(=O)O)C1=CNC2=NC=C(C=C21)F